C(C1=CC=CC=C1)N(C(C=CC(C)Cl)=O)CC(C)C N-Benzyl-4-chloro-N-isobutyl-2-pentenamide